C[Sn](C1=CN=C2C(=N1)SC(=C2)C2=CC[C@@H](CC2)NC(OC(C)(C)C)=O)(C)C |r| rac-tert-butyl (R)-(4-(3-(trimethylstannyl)thieno[2,3-b]pyrazin-6-yl)cyclohex-3-en-1-yl)carbamate